C1(CC1)NC(=O)C=1C=C(C(N(C1)[C@H](C)C1=C(C=CC=C1)C)=O)C(=O)NC |r| rac-N5-cyclopropyl-N3-methyl-2-oxo-1-(1-(o-tolyl)ethyl)-1,2-Dihydropyridine-3,5-dicarboxylic acid diamide